[1-(4-fluorophenyl)cyclopropyl]-6-methyl-4-[(1-methylcyclopropyl)amino]furo[2,3-d]pyrimidine-5-carboxamide FC1=CC=C(C=C1)C1(CC1)C=1N=C(C2=C(N1)OC(=C2C(=O)N)C)NC2(CC2)C